(4-propenylpiperazin-1-yl)-6,7-dichloro-1-(2-isopropyl-4-methylpyridin-3-yl)-2-oxo-1,2-dihydro-1,8-naphthyridine-3-carbonitrile C(=CC)N1CCN(CC1)C1=C(C(N(C2=NC(=C(C=C12)Cl)Cl)C=1C(=NC=CC1C)C(C)C)=O)C#N